Cl.COC1C(NC1)(C)C 3-methoxy-2,2-dimethyl-azetidine hydrochloride